[B](F)F.COC1=CC=C(C=C1)C(CC=1C=C(C#N)C=CN1)=O 2-(2-(4-methoxyphenyl)-2-oxoethyl)isonicotinonitrile boron difluoride